ClC=1C=C(C=C(C1F)Cl)C1(CC(=NO1)N(C1=CC(=C(C#N)C=C1)N1N=CN=C1)CC)C(F)(F)F 4-[[5-(3,5-dichloro-4-fluoro-phenyl)-5-(trifluoromethyl)-4H-isoxazol-3-yl]-ethyl-amino]-2-(1,2,4-triazol-1-yl)benzonitrile